N-[(1S,2S)-2-hydroxycyclohexyl]-2,6-dimethoxy-4-[5-(1-methylpyrazol-4-yl)benzimidazol-1-yl]benzamide O[C@@H]1[C@H](CCCC1)NC(C1=C(C=C(C=C1OC)N1C=NC2=C1C=CC(=C2)C=2C=NN(C2)C)OC)=O